benzyl(4,5,6,7-tetrahydro-1H-indazol-5-ylmethyl)amine C(C1=CC=CC=C1)NCC1CC=2C=NNC2CC1